(R)-2-((1-((1s,4S)-4-aminocyclohexyl)-2-methyl-propan-2-yl)amino)-1-(3-fluorophenyl)ethan-1-ol NC1CCC(CC1)CC(C)(C)NC[C@H](O)C1=CC(=CC=C1)F